(Z)-3-fluoro-2-(5,6,7,8-tetrahydroacridin-2-yloxymethyl)prop-2-en-1-ylamine hydrochloride Cl.F\C=C(\CN)/COC1=CC2=CC=3CCCCC3N=C2C=C1